methyl 5-methoxy-6-(piperazin-1-yl)picolinate COC=1C=CC(=NC1N1CCNCC1)C(=O)OC